CN(C)CC1(CCC1)NC(=O)C1=C(OC2=C1C=C(C=C2)OCC=2C(=NC=CC2)C(F)(F)F)C N-(1-((dimethylamino)methyl)cyclobutyl)-2-methyl-5-((2-(trifluoromethyl)pyridin-3-yl)methoxy)-benzofuran-3-carboxamide